heptynol CCCCCC#CO